OC1CC(C1)C(=O)OCC1=CC=CC=C1 benzyl 3-hydroxycyclobutane-1-carboxylate